N1C(=O)NC(=O)C(=C1)B(O)O uracil-5-boronic acid